(5S,6S)-5-((R)-5H-Imidazo[5,1-a]isoindol-5-yl)-2-oxaspiro[3.3]heptan-6-ol C=1N=CN2C1C1=CC=CC=C1[C@H]2[C@@H]2C1(COC1)C[C@@H]2O